dichlorophenylruthenium Cl[Ru](C1=CC=CC=C1)Cl